[2-(aminomethyl)-3,3-difluoro-allyl]-4-[[4-[1-(difluoromethyl)pyrazol-4-yl]-2-thienyl]methyl]-1,2,4-triazol-3-one trifluoroacetate FC(C(=O)O)(F)F.NCC(CC=1N(C(NN1)=O)CC=1SC=C(C1)C=1C=NN(C1)C(F)F)=C(F)F